ClC=1C=C2CCC[C@@]3(CN(C4=C(OC3)C=CC(=N4)C(=O)OC)C[C@H]4[C@@H](CC4)CO)C2=CC1 (S)-methyl 6-chloro-5'-(((1R,2R)-2-(hydroxymethyl)cyclobutyl)methyl)-3,4,4',5'-tetrahydro-2H,2'H-spiro[naphthalene-1,3'-pyrido[3,2-b][1,4]oxazepine]-7'-carboxylate